FC(C1=C(C=CC=C1)CC(=O)N)(F)F 2-(trifluoromethyl)phenylacetamide